BrC=1C=C(C2=C(N(C(=N2)C(F)F)C2=NC(=NC(=N2)N2CCOCC2)N2COCCC2)C1)OC 3-(4-(6-bromo-2-(difluoromethyl)-4-methoxy-1H-benzo[d]imidazol-1-yl)-6-morpholino-1,3,5-triazin-2-yl)-1,3-oxazinane